tert-butyl (2S)-2-({[4-(1H-pyrrolo[3,2-b]pyridin-2-yl)pyridin-3-yl]oxy}methyl)-2,5-dihydro-1H-pyrrole-1-carboxylate N1C(=CC2=NC=CC=C21)C2=C(C=NC=C2)OC[C@H]2N(CC=C2)C(=O)OC(C)(C)C